C(C)(C)(C)OC(=O)N1CC2(CC1O)CCCCC2 3-hydroxy-2-azaspiro[4.5]decane-2-carboxylic acid tert-butyl ester